(Z)-N'-hydroxy-2-((methylsulfonyl)methyl)isonicotinamidine O\N=C(\C1=CC(=NC=C1)CS(=O)(=O)C)/N